(1R,2R,3S,6S,7S)-4-(tert-butoxycarbonyl)-10,10-dimethoxy-4-azatricyclo[5.2.1.0{2,6}]dec-8-ene-3-carboxylic acid C(C)(C)(C)OC(=O)N1[C@@H]([C@H]2[C@H]3C=C[C@@H]([C@H]2C1)C3(OC)OC)C(=O)O